C1(CCCCC1)NC=1C2=C(N=C(C1)NC1=C(C=C(C=C1)S(=O)(=O)N1CCC(CC1)N1CCOCC1)OC)NC=C2 N4-cyclohexyl-N6-(2-methoxy-4-((4-morpholinopiperidin-1-yl)sulfonyl)phenyl)-1H-pyrrolo[2,3-b]pyridine-4,6-diamine